tert-butyl (1-(2-oxocyclohex-3-en-1-yl)ethyl)carbamate O=C1C(CCC=C1)C(C)NC(OC(C)(C)C)=O